FC=1C=C(C(=NC1)OC)C(C)NC1=NN2C(N=CC=C2)=C1C(=O)O ((1-(5-fluoro-2-methoxypyridin-3-yl)ethyl)amino)pyrazolo[1,5-a]pyrimidine-3-carboxylic acid